C(C)OC(C(C(=CN(C)C)C1CC1)=O)=O 3-cyclopropyl-4-(dimethylamino)-2-oxobut-3-enoic acid ethyl ester